O[C@H]1[C@@H]([C@@H]2[C@@H](OC3=C2C=CC=C3CCCC(=O)[O-])C1)\C=C\[C@H]([C@H](CC#CC)C)O.[K+] potassium (+)-(1R,2R,3aS,8bS)-2,3,3a,8b-tetrahydro-2-hydroxy-1-[(E)-(3S,4S)-3-hydroxy-4-methyl-1-octen-6-ynyl]-1H-cyclopenta[b]benzofuran-5-butanoate